1-oxacyclohexadecan-2,13-dion O1C(CCCCCCCCCCC(CCC1)=O)=O